CNC(C1=NC=C(C=C1)N1[C@@H]2CC[C@@H]2N(CC1)CC1=CN=C2C3=C(C(NC2=C1)=O)CCC3)=O cis-N-methyl-5-(5-((6-oxo-6,7,8,9-tetrahydro-5H-cyclopenta[c][1,5]naphthyridin-3-yl)methyl)-2,5-diazabicyclo[4.2.0]octan-2-yl)picolinamide